C1(CC1)C=1N=NN(C1)[C@H](C(=O)N1[C@@H](C[C@H](C1)O)C(=O)N[C@H]1[C@H](CCC1)N1C=NN=C1)C(C)(C)C (2S,4R)-1-[(2S)-2-(4-cyclopropyltriazol-1-yl)-3,3-dimethyl-butanoyl]-4-hydroxy-N-[(1R,2S)-2-(1,2,4-triazol-4-yl)cyclopentyl]pyrrolidine-2-carboxamide